N-(1-benzylpyrrolidin-3-yl)-2-(1-phenyl-1H-pyrazol-4-yl)-1,3-thiazole-4-carboxamide C(C1=CC=CC=C1)N1CC(CC1)NC(=O)C=1N=C(SC1)C=1C=NN(C1)C1=CC=CC=C1